FC(C(=O)O)(F)F.OC1(C(N(CC1)C)=O)C=1N=CNC1 hydroxy-3-(1H-imidazol-4-yl)-1-methylpyrrolidin-2-one trifluoroacetate salt